P(=O)(OCC(COP(=O)(OCCCl)OCCCl)(CCl)CCl)(OCCCl)OCCCl 2,2-bis(chloromethyl)-1,3-propanediyl tetrakis(2-chloroethyl) bis(phosphate)